4-amino-2-(2,4-dioxoimidazolidin-1-yl)isoindoline-1,3-dione tert-butylperoxy-acetate C(C)(C)(C)OOC(C)=O.NC1=C2C(N(C(C2=CC=C1)=O)N1C(NC(C1)=O)=O)=O